methoxymethyl 4-(benzyloxy)-2,6-dimethoxy-3,5-dimethylbenzoate C(C1=CC=CC=C1)OC1=C(C(=C(C(=O)OCOC)C(=C1C)OC)OC)C